4,4'-(perfluoropropane-2,2-diyl)bis(1,2-dimethylbenzene) FC(C(C(F)(F)F)(C1=CC(=C(C=C1)C)C)C1=CC(=C(C=C1)C)C)(F)F